2-amino-2-(m-tolyl)ethanol NC(CO)C=1C=C(C=CC1)C